4-Deutero-4-hydroxy-piperidine-1-carboxylic acid tert-butyl ester C(C)(C)(C)OC(=O)N1CCC(CC1)(O)[2H]